C(C)(C)N(C)CC1=CC=2C(=NC=CC2C=2C=C3C(=NNC3=CC2)N)N1 5-(2-((isopropyl(methyl)amino)methyl)-1H-pyrrolo[2,3-b]pyridine-4-yl)-1H-indazol-3-amine